cyclopropyl(3-(2-(1-(difluoromethyl)-1H-pyrazol-4-yl)-3H-imidazo[4,5-b]pyridin-7-yl)-3,8-diazabicyclo[3.2.1]octan-8-yl)methanone C1(CC1)C(=O)N1C2CN(CC1CC2)C2=C1C(=NC=C2)NC(=N1)C=1C=NN(C1)C(F)F